Methyl-2-[2-({[3-bromo-1-(3-chloropyridin-2-yl)-1H-pyrazol-5-yl]carbonyl}amino)-5-chloro-3-methylbenzoyl]-2-methylhydrazincarboxylat COC(=O)NN(C)C(C1=C(C(=CC(=C1)Cl)C)NC(=O)C1=CC(=NN1C1=NC=CC=C1Cl)Br)=O